N-bromosulfamic acid BrNS(O)(=O)=O